(3-((((4-((3-chloro-4-fluorophenyl)carbamoyl)-7-fluoro-2,3-dihydro-1H-inden-1-yl)carbamoyl)oxy)methyl)-1H-1,2,4-triazol-1-yl)methyl-phosphoric acid ClC=1C=C(C=CC1F)NC(=O)C1=C2CCC(C2=C(C=C1)F)NC(=O)OCC1=NN(C=N1)COP(O)(O)=O